O1CCN(CC1)CCCC1=CC=C(CSC2=C3CN(C(C3=CC=C2)=O)C2C(NC(CC2)=O)=O)C=C1 3-(4-((4-(3-morpholinopropyl)benzyl)thio)-1-oxoisoindolin-2-yl)piperidine-2,6-dione